COC(C1=C(C=C(C(=C1)[N+](=O)[O-])C)C1CCOC2=CC(=CC=C12)F)=O 2-(7-fluorochroman-4-yl)-4-methyl-5-nitrobenzoic acid methyl ester